CC1(C(C(=CC2(CN(CCO2)C(=O)C=2C(=NN(C2)C2=CC=NC=C2)C(F)(F)F)C1)C#N)=O)C 10,10-dimethyl-9-oxo-4-[1-(pyridin-4-yl)-3-(trifluoromethyl)-1H-pyrazole-4-carbonyl]-1-oxa-4-azaspiro[5.5]undec-7-ene-8-carbonitrile